[Eu].COCCOCCC (1-(2-methoxyethoxy)propane) europium